[N+](=O)([O-])N=C(NCCCC(C(=O)[O-])(CCCCCC)NCCCCCCCC(=O)OCCCCCCCCC)N (3-(2-nitroguanidino)propyl)(8-(nonyloxy)-8-oxooctylamino)octanoate